ClC1=NC=C(C(=N1)N)C1(COC1)F 2-chloro-5-(3-fluorooxetan-3-yl)pyrimidin-4-amine